(S)-N-(2-(1-cyclopropyl-2-hydroxy-2-methylpropyl)-3-oxoisoindolin-4-yl)-6-methyl-[1,3]dioxolo[4,5-b]pyridine-7-carboxamide C1(CC1)[C@@H](C(C)(C)O)N1CC2=CC=CC(=C2C1=O)NC(=O)C1=C2C(=NC=C1C)OCO2